C(CCC)C1=C(C(=CC=C1)CCCC)C1=C(C(=C(C=C1)P(O)O)C1=C(C=CC=C1CCCC)CCCC)C1=CC=CC=C1 bis(2,6-di-n-butylphenyl)-3-phenyl-phenylphosphonous acid